nickel cobalt manganese lithium oxygen [O].[Li].[Mn].[Co].[Ni]